CN1N=C2C(=CC(=CC2=C1)C1=CC=2N=CN(C(C2S1)=O)C1CCNCC1)C 6-(2,7-dimethylindazol-5-yl)-3-(piperidin-4-yl)thieno[3,2-d]pyrimidin-4-one